copper selenium (I) [Se+].[Cu+2]